C(OOOC(C)(C)C)(OCC=C)=O tert-butylperoxy allyl monocarbonate